ClC1=C(C=CC=C1)NC(=O)C1=CC=C(NC2=NC(=NC=C2F)NC2=CC(=C(C(=O)NN3CCC(CC3)CCN3CCN(CC3)C3=CC=C(C=C3)C3C(NC(CC3)=O)=O)C=C2)F)C=C1 4-[[4-[4-[(2-chlorophenyl)carbamoyl]anilino]-5-fluoro-pyrimidin-2-yl]amino]-N-[4-[2-[4-[4-(2,6-dioxo-3-piperidyl)phenyl]piperazin-1-yl]ethyl]-1-piperidyl]-2-fluoro-benzamide